2-(6-cyano-5-methyl-2,4-dioxo-1,4-dihydrothieno[2,3-d]pyrimidin-3(2H)-yl)-2-methylpropanoic acid tert-butyl ester C(C)(C)(C)OC(C(C)(C)N1C(NC2=C(C1=O)C(=C(S2)C#N)C)=O)=O